CNC(=O)C=1NC2=CC=CC(=C2C1)N1CCN(CC1)C(NCC1=CC(=CC=C1)C(F)(F)F)=O N-methyl-4-(4-((3-(trifluoromethyl)benzyl)carbamoyl)piperazin-1-yl)-1H-indole-2-carboxamide